benzyl N-[(1S)-1-[4-(4-fluoro-2-methyl-pyrazol-3-yl)phenyl]ethyl]carbamate FC1=C(N(N=C1)C)C1=CC=C(C=C1)[C@H](C)NC(OCC1=CC=CC=C1)=O